N-[(1S)-5-[2-(2-aminopyridin-3-yl)-5-[4-(difluoromethyl)-1,3-thiazol-2-yl]imidazo[4,5-b]pyridin-3-yl]-2,3-dihydro-1H-inden-1-yl]-3-formyl-4-hydroxybenzamide NC1=NC=CC=C1C1=NC=2C(=NC(=CC2)C=2SC=C(N2)C(F)F)N1C=1C=C2CC[C@@H](C2=CC1)NC(C1=CC(=C(C=C1)O)C=O)=O